(2S)-methyl 2-(2-(4-methoxy-1H-indole-2-carbonyl)-2-azaspiro[4.5]decane-3-carboxamido)-3-((S)-2-oxopiperidin-3-yl)propanoate COC1=C2C=C(NC2=CC=C1)C(=O)N1CC2(CC1C(=O)N[C@H](C(=O)OC)C[C@H]1C(NCCC1)=O)CCCCC2